(6-((2-((2-methoxy-4-(4-methylpiperazin-1-yl)-5-vinylphenyl)amino)-7H-pyrrolo[2,3-d]pyrimidin-4-yl)amino)quinoxalin-5-yl)dimethylphosphine oxide COC1=C(C=C(C(=C1)N1CCN(CC1)C)C=C)NC=1N=C(C2=C(N1)NC=C2)NC=2C(=C1N=CC=NC1=CC2)P(C)(C)=O